bicycloheptane C1(CCCCCC1)C1CCCCCC1